Cl.ClC1=C(CNN)C=CC=C1F (2-chloro-3-fluorobenzyl)hydrazine hydrochloride salt